BrC=1C(=NC=2N(C1)C=C(N2)C(=O)N2C[C@H]([C@@]1(CC2)NCC2=CC=CC=C2C1)O)OC (6-bromo-7-methoxyimidazo[1,2-a]pyrimidin-2-yl)[(3R,3'R)-3'-hydroxy-1,4-dihydro-1'H,2H-spiro[isoquinoline-3,4'-piperidin]-1'-yl]methanone